BrC=1C(=C(NC1C1CCN(CC1)C)C1=CC=C(C=C1)F)C1=CC=NC=C1 4-(4-Bromo-2-(4-fluorophenyl)-5-(1-methylpiperidin-4-yl)-1H-pyrrol-3-yl)pyridine